(R)-l-1-(3-chloro-4-fluorophenyl)-8-((3S,5R)-3,5-dimethylpiperazin-1-yl)-3-methoxy-10-(trifluoromethyl)-3,4-dihydro-2H,6H-[1,4]thiazepino[2,3,4-ij]quinazolin-6-one ClC=1C=C(C=CC1F)S1C[C@@H](CN2C(N=C(C3=CC(=CC1=C23)C(F)(F)F)N2C[C@@H](N[C@@H](C2)C)C)=O)OC